C(C1=CC=C(C=C1)N(C(=O)NC)C)C1=CC=C(C=C1)N(C(=O)NC)C 4,4'-methylenebis(phenyldimethylurea)